4-(2,4-dioxotetrahydropyrimidin-1(2H)-yl)-1H-indazol O=C1N(CCC(N1)=O)C1=C2C=NNC2=CC=C1